tertiary butyl-dimethyl-silane trifluoromethanesulfonate FC(S(=O)(=O)O)(F)F.C(C)(C)(C)[SiH](C)C